4-benzoylphenyl methacrylate C(C(=C)C)(=O)OC1=CC=C(C=C1)C(C1=CC=CC=C1)=O